O1C(CCCC1)OCC12CCC(CC1)(CC2)C(C)=O 1-(4-(((tetrahydro-2H-pyran-2-yl)oxy)methyl)bicyclo[2.2.2]octan-1-yl)ethan-1-one